N-(6-4,7-diazaspiro[2.5]oct-7-ylpyridazin-3-yl)-7-ethoxy-2-methylimidazo[1,2-a]pyridine-6-carboxamide C1CC12NCCN(C2)C2=CC=C(N=N2)NC(=O)C=2C(=CC=1N(C2)C=C(N1)C)OCC